5-bromo-1,1-dimethyl-2,3-dihydro-1H-indene BrC=1C=C2CCC(C2=CC1)(C)C